CC1(C(NOC1OCC[Si](C)(C)C)=O)C 4,4-dimethyl-5-(2-trimethylsilylethoxy)isoxazolidin-3-one